2-(4-aminopiperidin-1-yl)-9-isopropyl-N-((2-(4-methoxypiperidin-1-yl)pyridine-3-yl)methyl)-9H-purin-6-amine NC1CCN(CC1)C1=NC(=C2N=CN(C2=N1)C(C)C)NCC=1C(=NC=CC1)N1CCC(CC1)OC